SILOXYMETHACRYLATE [SiH3]OC=C(C(=O)[O-])C